(Z)-N-(2-amino-1-(3-chloro-5-(pyrimidin-2-yl)phenyl)-2-oxoethyl)-3-chloro-N-cyclopropylacrylamide NC(C(C1=CC(=CC(=C1)C1=NC=CC=N1)Cl)N(C(\C=C/Cl)=O)C1CC1)=O